COC(=O)C1CC(NCC1)C(F)(F)F 2-trifluoromethyl-piperidine-4-carboxylic acid methyl ester